OCC1=C(SC=C1)C1=CC=C(C(=N1)C)O[C@@H]1C[C@H](CCC1)C(=O)O (1S,3S)-3-((6-(3-(hydroxymethyl)thiophen-2-yl)-2-methylpyridin-3-yl)oxy)cyclohexane-1-carboxylic acid